FC1(CCC(CC1)N1C(=NC2=C1C=CC(=C2)C2=C(N=CN2C)C)[C@@H]2CCC(N2C2=CC(=C(C=C2)F)F)=O)F (S)-5-(1-(4,4-Difluorocyclohexyl)-5-(1,4-dimethyl-1H-Imidazol-5-yl)-1H-benzo[d]imidazol-2-yl)-1-(3,4-difluorophenyl)pyrrolidin-2-one